2-fluoro-4-(2-(2-methyl-2H-indazol-6-yl)-5-((1-methylpyrrolidin-3-yl)methoxy)pyridin-3-yl)benzonitrile FC1=C(C#N)C=CC(=C1)C=1C(=NC=C(C1)OCC1CN(CC1)C)C=1C=CC2=CN(N=C2C1)C